CN([C@@H](C(C)C)C(=O)O)C(=O)N1CCN(CCC1)C(=O)[C@@H]1N(CC1)C(C1=CC=CC=C1)(C1=CC=CC=C1)C1=CC=CC=C1 N-methyl-N-(4-((R)-1-tritylazetidine-2-carbonyl)-1,4-diazepan-1-carbonyl)-L-valine